(R)-3-(5-(2-Benzyl-4-(methylsulfonyl)piperazin-1-yl)-3-chloro-1H-pyrazolo[4,3-d]pyrimidin-1-yl)-2,6-difluoro-5-(trifluoromethyl)phenol C(C1=CC=CC=C1)[C@H]1N(CCN(C1)S(=O)(=O)C)C=1N=CC2=C(N1)C(=NN2C=2C(=C(C(=C(C2)C(F)(F)F)F)O)F)Cl